C12COCC(N1C=1SC3=C(N1)C=CC(=C3C(=O)NC=3C=NC(=CC3C(NC31CC(C3)(C1)C(F)(F)F)=O)C)OC)C2 2-(3-Oxa-6-azabicyclo[3.1.1]heptan-6-yl)-6-methoxy-N-(6-methyl-4-((3-(trifluoromethyl)bicyclo[1.1.1]pentan-1-yl)carbamoyl)pyridin-3-yl)benzo[d]thiazole-7-carboxamide